2,2-bis(diethylthiocarbamoylsulfonamido)acetic acid-2-ethylhexyl ester C(C)C(COC(C(NS(=O)(=O)C(N(CC)CC)=S)NS(=O)(=O)C(N(CC)CC)=S)=O)CCCC